2,4-Dioxo-3-(2-fluorobenzyl)-N-(4-fluorophenyl)-1,2,3,4-tetrahydropyrimidine-5-carboxamide O=C1NC=C(C(N1CC1=C(C=CC=C1)F)=O)C(=O)NC1=CC=C(C=C1)F